tert-butyl 3-[4-[3-(2,6-dioxo-3-piperidyl)phenyl]piperazin-1-yl]-piperidine-1-carboxylate O=C1NC(CCC1C=1C=C(C=CC1)N1CCN(CC1)C1CN(CCC1)C(=O)OC(C)(C)C)=O